2-(4-methyl-2-(trifluoromethyl)pyrimidin-5-yl)-8-(1-(oxetan-3-yl)-1H-pyrazolo[3,4-b]pyrazin-6-yl)-2,8-diazaspiro[4.5]decane CC1=NC(=NC=C1N1CC2(CC1)CCN(CC2)C2=CN=C1C(=N2)N(N=C1)C1COC1)C(F)(F)F